NC1=NC(=C(C=2N1N=C(N2)CN2N=NN=C2C2=NC=CN=C2)C2=CN(C(C=C2)=O)C)C=2C=C(C#N)C=CC2 3-(5-amino-8-(1-methyl-6-oxo-1,6-dihydropyridin-3-yl)-2-((5-(pyrazin-2-yl)-1H-tetrazol-1-yl)methyl)-[1,2,4]triazolo[1,5-c]pyrimidin-7-yl)benzonitrile